BrC1=C(C(=O)NC2=NC=NC(=C2Cl)OC2=CC=CC=C2)C=CC=C1 2-bromo-N-(5-chloro-6-phenoxypyrimidin-4-yl)benzamide